BrC=1C=C(C=O)C=CC1OCC1=CC(=CC(=C1)F)F 3-bromo-4-((3,5-difluorobenzyl)oxy)benzaldehyde